1,1-dimethoxy-N,N-dimethylpropan-2-amine COC(C(C)N(C)C)OC